C(C1=CC=CC=C1)OC[C@@H](CN1CC(C(CC1)=O)C(=O)OC)CC(C(C)(C)NC(=O)OC(C)(C)C)=O methyl 1-((R)-2-((benzyloxy) methyl)-5-((tert-butoxycarbonyl) amino)-5-methyl-4-oxohexyl)-4-oxopiperidine-3-carboxylate